O1CCN(CC1)C(=O)C12CC(C1)(C2)C(F)(F)F morpholino(3-(trifluoromethyl)bicyclo[1.1.1]pentan-1-yl)methanone